NC=1C(=NC(=CN1)C1=C(C=CC(=C1)[C@@](C(F)(F)F)(CO)O)C([2H])([2H])[2H])C(=O)NC1CC(C1)C#N 3-amino-N-((1s,3R)-3-cyanocyclobutyl)-6-(2-(methyl-d3)-5-((S)-1,1,1-trifluoro-2,3-dihydroxypropan-2-yl)phenyl)pyrazine-2-carboxamide